cyclobutyl-5-(methoxycarbonyl)-2-methylbenzoic acid C1(CCC1)C=1C(=C(C(=O)O)C=C(C1)C(=O)OC)C